BrC=1SC(=CC1Br)C 2,3-dibromo-5-methylthiophene